CN(CCN1N=CC2=CC(=CC=C12)NC1=NC=CC(=N1)C1=CN(C2=CC=CC=C12)C)C 1-(2-(dimethylamino)ethyl)-N-(4-(1-methyl-1H-indol-3-yl)pyrimidin-2-yl)-1H-indazol-5-amine